CC=1C=C(C=CC1)C1=NN=C(S1)N 5-(3-methylphenyl)-1,3,4-thiadiazol-2-amine